C1(CC1)N([C@H]1CN(C[C@H](C1)F)C(=O)N)C(NCC1=NOC(=C1)C1=CC(=CC=C1)OC(F)(F)F)=O (3R,5S)-3-{1-cyclopropyl[({5-[3-(trifluoromethoxy)phenyl]-1,2-oxazol-3-yl}methyl)carbamoyl]amino}-5-fluoropiperidine-1-carboxamide